(1-((6-chloro-5-fluoropyridin-3-yl)methyl)-1H-pyrazol-4-yl)methylamine ClC1=C(C=C(C=N1)CN1N=CC(=C1)CN)F